(2S,3S)-2-[(3-bromo-2-fluorophenyl)methyl]pyrrolidin-3-amine BrC=1C(=C(C=CC1)C[C@@H]1NCC[C@@H]1N)F